ClC=1C=C2C(=CNC2=CC1)NC1=NC2=C(N1N1CCCC1)C=CC(=C2)C(F)(F)F N-(5-Chloro-1H-indol-3-yl)-1-(pyrrolidin-1-yl)-5-(trifluoromethyl)-1H-benzo[d]imidazol-2-amine